1-((3-(1H-imidazol-1-yl)propyl)amino)-N-(3,4-dimethoxyphenyl)cyclopentane-1-carboxamide N1(C=NC=C1)CCCNC1(CCCC1)C(=O)NC1=CC(=C(C=C1)OC)OC